N,N-di(2-hydroxyethyl)p-toluidine Tert-butyl-2-(benzo[c][1,2,5]thiadiazole-4-sulfonamido)-4,5-dimethylthiophene-3-carboxylate C(C)(C)(C)OC(=O)C1=C(SC(=C1C)C)NS(=O)(=O)C1=CC=CC2=NSN=C21.OCCN(C2=CC=C(C=C2)C)CCO